FC=1C=C(C=CC1)C=CC(=O)N[C@H](C)C1=CC=C2CCCNC2=C1 |r| (±)-3-(3-Fluoro-phenyl)-N-[1-(1,2,3,4-tetrahydro-quinolin-7-yl)-ethyl]-acrylamide